SODIUM LAUROYL SARCOSINATE N(C)CC(=O)OC(CCCCCCCCCCC)=O.[Na]